BrC1=C(C(=NC=C1)N)F 4-bromo-3-fluoro-2-pyridylamine